C(C1=CC=CC=C1)[C@@](C(=O)NC=1C=NC2=C(C=CC=C2C1)F)(CC(C)C)Cl (2R)-2-benzyl-2-chloro-N-(8-fluoro-3-quinolyl)-4-methyl-pentanamide